tert-butyl 4-(2-bromo-4-methoxybenzyl)-4-cyanopiperidine-1-carboxylate BrC1=C(CC2(CCN(CC2)C(=O)OC(C)(C)C)C#N)C=CC(=C1)OC